CC1=NC(=CC(=C1)C[C@@H]1N(CCC1)C=1NC(C=C(N1)N1C[C@H](OCC1)C)=O)C 2-[(2R)-2-[(2,6-dimethyl-4-pyridyl)methyl]pyrrolidin-1-yl]-4-[(2R)-2-methylmorpholin-4-yl]-1H-pyrimidin-6-one